C1(=CC=CC2=CC=CC=C12)CC(C(C)=O)=O Naphthalenebutanedione